C(CCC)[C@H]1N(S(C2=C(N(C1)CC1CCCC1)C=C(C(=C2)O\C=C(\C(=O)O)/F)SC)(=O)=O)C (R,Z)-3-((3-butyl-5-(cyclopentylmethyl)-2-methyl-7-(methylthio)-1,1-dioxido-2,3,4,5-tetrahydrobenzo[f][1,2,5]thiadiazepin-8-yl)oxy)-2-fluoroacrylic acid